C(CCCCCCCCCCC)C(C(=O)O)NCC(=O)O Lauryl-imino-di-acetic acid